6-nitro-8-ethoxy-1',3',3'-trimethylspiro[2H-1-benzopyran-2,2'-indoline] [N+](=O)([O-])C=1C=C(C2=C(C=CC3(N(C4=CC=CC=C4C3(C)C)C)O2)C1)OCC